6-Bromo-2-cyclobutoxy-4-(2-hydroxyacetyl)nicotinamide BrC1=NC(=C(C(=O)N)C(=C1)C(CO)=O)OC1CCC1